N1=C(C=CC=C1)C=1N=CC(=NC1)O 5-(pyridin-2-yl)pyrazin-2-ol